N-(4-(4-Amino-7-(2,2,2-trifluoroethyl)-7H-pyrrolo[2,3-d]pyrimidin-5-yl)phenyl)-2-(5-Chloropyrimidin-2-yl)-6-cyclopropyl-3-oxo-2,3-dihydropyridazine-4-carboxamide NC=1C2=C(N=CN1)N(C=C2C2=CC=C(C=C2)NC(=O)C=2C(N(N=C(C2)C2CC2)C2=NC=C(C=N2)Cl)=O)CC(F)(F)F